5-methyl-3-oxo-2-phenyl-2,3-dihydro-1H-pyrazole-4-carboxamide CC1=C(C(N(N1)C1=CC=CC=C1)=O)C(=O)N